N-oxan-4-yl-N'-[(4S,8S)-4,7,8,9-tetrahydro-5H-4,8-epiminooxocino[5,4-d][1,3]thiazol-2-yl]urea O1CCC(CC1)NC(=O)NC=1SC2=C(N1)C[C@H]1COC[C@@H]2N1